C(C(=C)C)(=O)OCCCCCCCCCCCC(C)C Isotetradecyl methacrylate